Cis-N-(3-Chloro-4-fluorophenyl)-2-methyl-5-(5-(1-methyl-1H-imidazol-4-yl)thiophen-2-yl)-1,2,6-thiadiazinane-3-carboxamide 1,1-dioxide ClC=1C=C(C=CC1F)NC(=O)[C@@H]1N(S(N[C@@H](C1)C=1SC(=CC1)C=1N=CN(C1)C)(=O)=O)C